O[C@@H](CCN1SN(C2=C1C=CC=C2)C2=CC=CC=C2)CN[11CH3] (S)-1-(3-hydroxy-4-([11C]methylamino)butyl)-3-phenyl-1,3-dihydrobenzo[c][1,2,5]thiadiazole